2-(6-hydroxy-3,4-dihydroquinolin-1(2H)-yl)-1-(piperidin-1-yl)ethan-1-one methyl-2-(difluoromethyl)-8-(1-hydroxyethyl)imidazo[1,2-a]pyridine-6-carboxylate COC(=O)C=1C=C(C=2N(C1)C=C(N2)C(F)F)C(C)O.OC=2C=C1CCCN(C1=CC2)CC(=O)N2CCCCC2